N-methyl-5-(3-methylimidazo[1,2-b]pyridazin-6-yl)-7H-pyrrolo[2,3-d]pyrimidin-2-amine CNC=1N=CC2=C(N1)NC=C2C=2C=CC=1N(N2)C(=CN1)C